BrCC1=C(C(=NC=C1)C(F)F)Cl 4-(bromomethyl)-3-chloro-2-(difluoromethyl)pyridine